Cl.N[C@@H](CCN1CCN(CC1)CC(=O)NC=1SC2=C(N1)C=CC(=C2)C=2C=C(C(=NC2)C)NC(OC2CCCCC2)=O)C2=CC=C(C=C2)C2=C(N=CS2)C cyclohexyl (S)-(5-(2-(2-(4-(3-amino-3-(4-(4-methylthiazol-5-yl)phenyl)propyl)piperazin-1-yl)acetamido)benzo[d]thiazol-6-yl)-2-methylpyridin-3-yl)carbamate hydrochloride